4-Hexyloxy-3-methoxybenzoic acid propyl ester C(CC)OC(C1=CC(=C(C=C1)OCCCCCC)OC)=O